OC1=C(C(=CC(=C1)CCCCC)O)C1=C2CC(N(C2=CC=C1C)C)=O 4-(2,6-Dihydroxy-4-pentylphenyl)-1,5-dimethylindolin-2-one